[Si](C1=CC=CC=C1)(C1=CC=CC=C1)(C(C)(C)C)OCC(C)(C)S(=O)(=O)CC(=O)OC(C)(C)C tert-butyl 2-((1-((tert-butyldiphenylsilyl)oxy)-2-methylpropan-2-yl)sulfonyl)acetate